6-chloro-3-[[4-(6-methoxy-1-tetrahydropyran-2-yl-indazol-4-yl)triazol-1-yl]methyl]pyrimidin-4-one ClC1=CC(N(C=N1)CN1N=NC(=C1)C1=C2C=NN(C2=CC(=C1)OC)C1OCCCC1)=O